Tert-butyl 5-fluoro-6-vinylisoindoline-2-carboxylate FC=1C=C2CN(CC2=CC1C=C)C(=O)OC(C)(C)C